BrC(C)(C)[N+](=O)[O-] 2-BROMO-2-NITROPROPANE